N-(4-(4-amino-7-methyl-5-(4-((4-methylpyrimidin-2-yl)oxy)phenyl)-7H-pyrrolo[2,3-d]pyrimidin-6-yl)phenyl)-2,5-dihydrofuran-3-carboxamide NC=1C2=C(N=CN1)N(C(=C2C2=CC=C(C=C2)OC2=NC=CC(=N2)C)C2=CC=C(C=C2)NC(=O)C=2COCC2)C